FC=1C=CC=2N(C3=CC=C(C=C3C2C1)F)CC(CN1C(NCCC1)=O)O (3-(3,6-difluoro-9H-carbazol-9-yl)-2-hydroxypropyl)tetrahydropyrimidin-2(1H)-one